FC(OC1=NC=C(C=C1)[N+](=O)[O-])F (difluoromethoxy)-5-nitropyridine